15-ketocholesterol O=C1C[C@H]([C@@H](CCCC(C)C)C)[C@]2(CC[C@@H]3[C@]4(CC[C@@H](CC4=CC[C@H]3[C@H]12)O)C)C